CCC(=O)NC1=CC(=CC=C1)[N+](=O)[O-] n-(3-nitrophenyl)propanamide